(2-chlorophenylaminomethyl)-16-oxo-androst-5-en-3beta-ol ClC1=C(C=CC=C1)NCC[C@@]12CC(C[C@H]1[C@@H]1CC=C3C[C@H](CC[C@]3(C)[C@H]1CC2)O)=O